COCCN1C(COC2=C1C=CC(=C2)C2(NC=C(C(=N2)NC=2C=CC1=C(NC(O1)=O)C2)C)N)=O 2-[4-(2-methoxyethyl)-2H-1,4-benzoxazin-3(4H)-one-7-yl]-5-methyl-N4-(2-oxo-2,3-dihydro-1,3-benzoxazol-5-yl)-2,4-pyrimidinediamine